C[Si](C=1C=C(C=CC1)C(=C)C1=CC=CC=C1)(OC(C)C)OC(C)C 1-[3-(methyldiisopropyloxysilyl)phenyl]-1-phenylethylene